methyl 6-[(4-cyano-3-{4-ethanesulfonamido-3-[(1S)-1-(4-fluorophenyl)ethoxy]phenyl}-1-{[2-(trimethylsilyl)ethoxy]methyl}-1H-pyrazol-5-yl)amino]pyridine-3-carboxylate C(#N)C=1C(=NN(C1NC1=CC=C(C=N1)C(=O)OC)COCC[Si](C)(C)C)C1=CC(=C(C=C1)NS(=O)(=O)CC)O[C@@H](C)C1=CC=C(C=C1)F